(2-amino-3-(3-(4-((4-cyanobenzyl)oxy)benzyl)isoxazol-5-yl)pyridin-1-ium-1-yl)methyl hydrogen phosphate P(=O)(OC[N+]1=C(C(=CC=C1)C1=CC(=NO1)CC1=CC=C(C=C1)OCC1=CC=C(C=C1)C#N)N)(O)[O-]